tritolylsulfonium hexafluoroantimonate F[Sb-](F)(F)(F)(F)F.C1(=C(C=CC=C1)[S+](C1=C(C=CC=C1)C)C1=C(C=CC=C1)C)C